3-(2-((4-(1-(4-(1-acetyl-4-((4-chlorophenyl)amino)-2-methyl-1,2,3,4-tetrahydroquinolin-6-yl)phenyl)piperidin-4-yl)piperazin-1-yl)methyl)phenyl)piperidine-2,6-dione C(C)(=O)N1C(CC(C2=CC(=CC=C12)C1=CC=C(C=C1)N1CCC(CC1)N1CCN(CC1)CC1=C(C=CC=C1)C1C(NC(CC1)=O)=O)NC1=CC=C(C=C1)Cl)C